BrC=1C=C2C(=NC=NC2=CC1)N1CCN(CC1)CC1=CC=C(C=C1)F 6-bromo-4-(4-(4-fluorobenzyl)piperazin-1-yl)quinazoline